ClC1=CC(=C(CNC(=O)[C@@]2(C=3C=CC=NC3[C@@H](CC2)O)F)C=C1)F (5R,8R)-N-(4-chloro-2-fluorobenzyl)-5-fluoro-8-hydroxy-5,6,7,8-tetrahydroquinoline-5-carboxamide